7-[(2,4-dimethoxyphenyl)methylamino]-1-[4-(dimethylamino)cyclohexyl]-3-(2-fluoro-6-methyl-phenyl)-4H-pyrido[4,3-d]pyrimidin-2-one COC1=C(C=CC(=C1)OC)CNC1=CC=2N(C(N(CC2C=N1)C1=C(C=CC=C1C)F)=O)C1CCC(CC1)N(C)C